C(C)(C)C=1C(=NNC1C=1C=C(C=2N(C1)N=CN2)OC)C=2SC1=C(N2)CCC(C1)N(C)CCOC 2-(4-isopropyl-5-(8-methoxy-[1,2,4]triazolo[1,5-a]pyridin-6-yl)-1H-pyrazol-3-yl)-N-(2-methoxyethyl)-N-methyl-4,5,6,7-tetrahydrobenzo[d]thiazol-6-amine